[Cl-].C(C(=C)C)(=O)OCC[N+](C)(C)C 2-methacryloyloxyethyltrimethylammonium Chloride